N1(CCC=2C=CC=3C=C(NC3C21)C(=O)OC)C(=O)OC(C)(C)C 1-(tert-butyl) 7-methyl 3,8-dihydropyrrolo[3,2-g]indole-1,7(2H)-dicarboxylate